BrC1=CC=C(C=C1)C(C)(C#C)C=1N=C(SC1)NC(C)=O N-(4-(2-(4-bromophenyl)but-3-yn-2-yl)thiazol-2-yl)acetamide